FC1=C(C=C(C(=C1)OC)OC=1C(=C2C=CNC2=CC1F)C)C=1NC(=CN1)C(C)(O)C=1C=C(C=CC1)CCC(=O)O 3-(3-(1-(2-(2-fluoro-5-((6-fluoro-4-methyl-1H-indol-5-yl)oxy)-4-methoxyphenyl)-1H-imidazol-5-yl)-1-hydroxyethyl)phenyl)propanoic acid